5-[[(7R)-3-cyclopropyl-5-[(2-fluoro-2-methylpropyl)sulfamoyl]-7,8-dihydro-6H-cyclopenta[g]isoquinolin-7-yl]carbamoyl]-1,3-dihydroisoindole-2-carboxylic acid tert-butyl ester C(C)(C)(C)OC(=O)N1CC2=CC=C(C=C2C1)C(N[C@@H]1CC2=C(C(=C3C=C(N=CC3=C2)C2CC2)S(NCC(C)(C)F)(=O)=O)C1)=O